(5-(methylthio)-1,3,4-thiadiazol-2-yl)-5-phenoxybenzo[c]isoxazole-3-carboxamide CSC1=NN=C(S1)C1=C(C=CC2=NOC(=C21)C(=O)N)OC2=CC=CC=C2